N1(C(CCCC1)=O)C1CNCCC1 [1,3'-bipiperidin]-2-one